2,3-difluoromethoxy-4-ethoxyphenol FCOC1=C(C=CC(=C1OCF)OCC)O